N-(2-cyclopentylethyl)-3-((4-(pyridin-2-ylmethoxy)phenyl)amino)benzenesulfonamide Zirconium tris(butoxy)stearate C(CCC)OC(CCCCCCCCCCCCCCCCC(=O)[O-])(OCCCC)OCCCC.[Zr+4].C1(CCCC1)CCNS(=O)(=O)C1=CC(=CC=C1)NC1=CC=C(C=C1)OCC1=NC=CC=C1.C(CCC)OC(CCCCCCCCCCCCCCCCC(=O)[O-])(OCCCC)OCCCC.C(CCC)OC(CCCCCCCCCCCCCCCCC(=O)[O-])(OCCCC)OCCCC.C(CCC)OC(CCCCCCCCCCCCCCCCC(=O)[O-])(OCCCC)OCCCC